Cyclopropylethanone hydrochloride Cl.C1(CC1)C(C)=O